FC1=C(C=C(C=C1)NC(=O)C1=C(N(C(=C1C)C(C(NC1CCN(CC1)C=1SC=CN1)=O)=O)C)C)C N-(4-fluoro-3-methylphenyl)-1,2,4-trimethyl-5-(2-oxo-2-((1-(thiazol-2-yl)piperidin-4-yl)amino)acetyl)-1H-pyrrole-3-carboxamide